5-chloro-3-fluoro-2-(4-{[(3r,5r)-5-fluoro-1-methylpiperidin-3-yl]amino}pyrrolo[1,2-d][1,2,4]triazin-1-yl)phenol ClC=1C=C(C(=C(C1)O)C=1C=2N(C(=NN1)N[C@H]1CN(C[C@@H](C1)F)C)C=CC2)F